N-(5-chloro-2-fluorobenzyl)-1-cyclopropyl-6-fluoro-4-oxo-7-(1-piperazinyl)-1,4-dihydroquinoline-3-carboxamide ClC=1C=CC(=C(CNC(=O)C2=CN(C3=CC(=C(C=C3C2=O)F)N2CCNCC2)C2CC2)C1)F